NC1=CC(=C(C=C1)O)C(N)CCO 4-amino-2-(beta-hydroxyethyl-aminomethyl)phenol